Cl.N1C=NC(=C1)/C=C/C(=O)OC (E)-Methyl 3-(1H-imidazol-4-yl)acrylate hydrochloride